NCC1=NNC(C2=CC=C(C=C12)C=1C=NN(C1C1=C(C#N)C(=CC(=C1F)Cl)OC=1C=NC(=CC1)N1N=CC(=C1)F)C)=O 2-(4-(4-(aminomethyl)-1-oxo-1,2-dihydro-phthalazin-6-yl)-1-methyl-1H-pyrazol-5-yl)-4-chloro-3-fluoro-6-((6-(4-fluoro-1H-pyrazol-1-yl)pyridin-3-yl)oxy)benzonitrile